tert-Butyl (3-cyano-4-(7-((S)-3-(dimethylamino)pyrrolidin-1-yl)-5-fluoro-1,3-dihydrofuro[3,4-f]quinolin-4-yl)-7-fluorothieno[3,2-c]pyridin-2-yl)carbamate C(#N)C1=C(SC2=C1C(=NC=C2F)C2=C1C(=C3C=CC(=NC3=C2F)N2C[C@H](CC2)N(C)C)COC1)NC(OC(C)(C)C)=O